butyl 4-(5-(2,6-dioxopiperidin-3-yl)pyridin-2-yl)-1,4-diazepane-1-carboxylate O=C1NC(CCC1C=1C=CC(=NC1)N1CCN(CCC1)C(=O)OCCCC)=O